FC(OC=1C=C(C=NC1OC)C1=CC=2N(C=C1)N=C(C2)NC(NCC(=O)NCC(C)(C)O)=O)F 2-(3-(5-(5-(difluoromethoxy)-6-methoxypyridin-3-yl)pyrazolo[1,5-A]pyridin-2-yl)ureido)-N-(2-hydroxy-2-methylpropyl)acetamide